1-[(1S)-1-[2-(6-cyanopyrimidin-4-yl)-1,2,4-triazol-3-yl]ethyl]-3-[2,4-dichloro-5-(1,1,2,2-tetrafluoroethoxy)phenyl]urea C(#N)C1=CC(=NC=N1)N1N=CN=C1[C@H](C)NC(=O)NC1=C(C=C(C(=C1)OC(C(F)F)(F)F)Cl)Cl